N1-methylbenzene-1,4-disulfonamide CNS(=O)(=O)C1=CC=C(C=C1)S(=O)(=O)N